2,2-di-methyl-1-propanol CC(CO)(C)C